1-methyl-2-oxo-1,2-dihydroquinoline CN1C(C=CC2=CC=CC=C12)=O